FC(C(=O)Cl)(C(C(C(C(C(C(C(F)(F)F)(F)F)(F)F)=O)(C(F)(F)F)F)(F)F)=O)C(F)(F)F perfluoro-2,5-dimethyl-3,6-dioxononoyl chloride